C(C)OC(C)OC(C=CCC1C(CCC1)=O)C 2-(4-(1-ethoxyethoxy)pent-2-en-1-yl)cyclopentan-1-one